O[C@H]1C[C@H](CC1)OC=1C(=CC(=NC1)C)C1=CC=2N(C=C1)N=C(C2)NC(=O)C2CC2 N-(5-(5-(((1S,3R)-3-hydroxycyclopentyl)oxy)-2-methylpyridin-4-yl)pyrazolo[1,5-a]pyridin-2-yl)cyclopropanecarboxamide